FC(C[C@@H](C(=O)NC1=NC=CC(=C1)C1=C(C=2C(=NC=CN2)N1)C1=NC=CC=C1)C1=CC=C(C=C1)F)(F)F |o1:3| (2R or S)-4,4,4-trifluoro-2-(4-fluorophenyl)-N-{4-[7-(pyridin-2-yl)-5H-pyrrolo[2,3-b]pyrazin-6-yl]pyridin-2-yl}butanamide